N-(3-Chloro-1H-indol-7-yl)-N,1-bis(cyclopropylmethyl)pyrazol-4-sulfonamid ClC1=CNC2=C(C=CC=C12)N(S(=O)(=O)C=1C=NN(C1)CC1CC1)CC1CC1